tetramethyl-N'-[3-(trimethoxysilyl)propyl]guanidine CN(C(N(C)C)=NC)CCC[Si](OC)(OC)OC